ClC1=CC=C(CNC(NCCCCCC(=O)N(C2=CC=CC=C2)C)=O)C=C1 6-(3-(4-chlorobenzyl)ureido)-N-methyl-N-phenylhexanamide